ClC1=CC=C(S1)CNC1=C(C(=NN1C(=O)C1=COC=C1C)C1C(N(C1C(F)(F)F)C(=O)N1CCCC1)=O)OC 3-(5-{[(5-chlorothiophen-2-yl)methyl]amino}-4-methoxy-1-(4-methylfuran-3-carbonyl)-1H-pyrazol-3-yl)-1-(pyrrolidine-1-carbonyl)-4-(trifluoromethyl)azetidin-2-one